C(C1=CC=CC=C1)(=O)C1CC(NC(C1)(C)C)(C)C 4-benzoyl-2,2,6,6-tetramethyl-piperidine